C(C1=CC=CC=C1)OC1=NC(=CC=C1N1C(N(C2=C1C=CC(=C2)C=2C=C(C=CC2)CCC(=O)O)C)=O)OCC2=CC=CC=C2 3-(3-(1-(2,6-bis(benzyloxy)pyridin-3-yl)-3-methyl-2-oxo-2,3-dihydro-1H-Benzo[d]imidazol-5-yl)phenyl)propanoic acid